C=C1CN2CC3(CC2C1)CC3 6'-methylenedihydro-1'H,3'H-spiro[cyclopropane-1,2'-pyrrolizin]